[C@H](C)(CC)N1C[C@@H](C2(CC2)CC1)OC=1C=C2COC(C2=CC1)=O 5-(((R)-6-((S)-sec-butyl)-6-azaspiro[2.5]oct-4-yl)oxy)isobenzofuran-1(3H)-one